Ethyl 2-(3-amino-2-(methoxymethoxy)phenyl)acetate NC=1C(=C(C=CC1)CC(=O)OCC)OCOC